trans-4-formyl-N-(6-(5-methyl-1,3,4-thiadiazol-2-yl)isoquinolin-3-yl)cyclohexane-1-carboxamide C(=O)[C@@H]1CC[C@H](CC1)C(=O)NC=1N=CC2=CC=C(C=C2C1)C=1SC(=NN1)C